ε-(acetyl)-lysine C(C)(=O)C(CCC[C@H](N)C(=O)O)N